4,4'-diamino-3,3'-dihydroxy-5,5'-dimethoxybiphenyl NC1=C(C=C(C=C1OC)C1=CC(=C(C(=C1)OC)N)O)O